2-allylsulfanyl-1-(4-methylsulfonylphenyl)ethan-1-one C(C=C)SCC(=O)C1=CC=C(C=C1)S(=O)(=O)C